FC=1C=C(C(=O)OC)C=CC1 methyl 3-fluorobenzoate